sulfonyl-4-methylbenzene-1-sulfonic acid S(=O)(=O)=C1C(C=CC(=C1)C)S(=O)(=O)O